N-[rac-(1S)-2-[2-(2-chloro-2-fluoro-acetyl)-2-[(2-oxopyrrolidin-3-yl)methyl]hydrazino]-1-(cyclopropylmethyl)-2-oxo-ethyl]-1H-indole-2-carboxamide ClC(C(=O)N(NC([C@H](CC1CC1)NC(=O)C=1NC2=CC=CC=C2C1)=O)CC1C(NCC1)=O)F |r|